FC(C1(OC(=C(O1)F)OC(F)(F)F)C(F)(F)F)(F)F 2,2-bis(trifluoromethyl)-4-fluoro-5-trifluoromethoxy-1,3-dioxole